6-Bromopyridin BrC1=CC=CC=N1